1-(4-((6-((4-(3-cyclopropyl-2-methyl-2H-indazol-5-yl)-5-fluoropyrimidin-2-yl)amino)pyridin-3-yl)methyl)piperazin-1-yl)ethan-1-one C1(CC1)C=1N(N=C2C=CC(=CC12)C1=NC(=NC=C1F)NC1=CC=C(C=N1)CN1CCN(CC1)C(C)=O)C